N,N'-di-thiophen-3-yl-oxamide S1C=C(C=C1)NC(=O)C(=O)NC1=CSC=C1